butyl-aminoheptanoic acid imidazole salt N1C=NC=C1.C(CCC)C(C(=O)O)(CCCCC)N